BrC=1C=C2C(NC(=NC2=CC1)C1=CC=CC=C1)=O 6-bromo-2-phenylquinazolin-4(3H)-one